(R)-2-amino-N1-(2-oxo-2-((6-(trifluoromethoxy)benzo[d]thiazol-2-yl)amino)ethyl)pentanediamide N[C@@H](C(=O)NCC(NC=1SC2=C(N1)C=CC(=C2)OC(F)(F)F)=O)CCC(=O)N